2,3-Dibromo-5-methyl-6-(piperidin-1-yl)pyridine BrC1=NC(=C(C=C1Br)C)N1CCCCC1